C(C)OC(=O)[C@H]1C[C@H](CC=2N1C(N(N2)CC2=CC=C(C=C2)C)=O)C(F)(F)F |r| Ethyl-(5RS,7RS)-2-(4-methylbenzyl)-3-oxo-7-(trifluoromethyl)-2,3,5,6,7,8-hexahydro[1,2,4]triazolo[4,3-a]pyridine-5-carboxylate